NCC1=C(C(=C(C=C1)C1=C2C=CC=NC2=NC=C1)F)F 5-(4-(aminomethyl)-2,3-difluorophenyl)-1,8-naphthyridin